N-((S)-1-((1r,3R)-3-(2-(6-(methylamino)pyridin-2-yl)ethyl)cyclobutyl)-2,5-dioxopyrrolidin-3-yl)benzenesulfonamide CNC1=CC=CC(=N1)CCC1CC(C1)N1C([C@H](CC1=O)NS(=O)(=O)C1=CC=CC=C1)=O